benzyl (2S,4R)-4-fluoro-4-(methoxymethyl)pyrrolidine-2-carboxylate hydrochloride Cl.F[C@@]1(C[C@H](NC1)C(=O)OCC1=CC=CC=C1)COC